lithium (2R,3R)-3-methylazetidine-2-carboxylate C[C@H]1[C@@H](NC1)C(=O)[O-].[Li+]